1-benzofuran-5-yl-(4-cyclobutyloxy-2-fluorophenyl)methanol tert-butyl-(1-(3-(4-chlorophenoxy)propyl)piperidin-4-yl)carbamate C(C)(C)(C)N(C(=O)OC(C=1C=CC2=C(C=CO2)C1)C1=C(C=C(C=C1)OC1CCC1)F)C1CCN(CC1)CCCOC1=CC=C(C=C1)Cl